COC=1C=C(C=CC1)N1N=C(C(C=C1C)=O)C(=O)NC1CCC2=C(NC1=O)C=CC=C2 1-(3-methoxyphenyl)-6-methyl-4-oxo-N-(2-oxo-2,3,4,5-tetrahydro-1H-benzo[b]-azepin-3-yl)-1,4-dihydropyridazine-3-carboxamide